(S)-6-methyl-5-(4-(2-(methylsulfonyl)ethoxy)-3-(trifluoromethyl)phenyl)-3,6-dihydro-2H-1,3,4-oxadiazin-2-one C[C@H]1C(=NNC(O1)=O)C1=CC(=C(C=C1)OCCS(=O)(=O)C)C(F)(F)F